BrC1=CC=CC=2SC(=C(C21)CC2CC2)C=O 4-bromo-3-(cyclopropylmethyl)benzo[b]thiophene-2-carbaldehyde